rel-(R)-6-(cyclopropanecarboxamido)-N-(methyl-d3)-4-((3,4,5-trimethyl-4,5-dihydro-3H-[1,2,3]triazolo[4,5-c][1,7]naphthyridin-6-yl)amino)pyridazine-3-carboxamide C1(CC1)C(=O)NC1=CC(=C(N=N1)C(=O)NC([2H])([2H])[2H])NC1=NC=CC=2C3=C([C@H](N(C12)C)C)N(N=N3)C |o1:27|